CN1C=C(C=2C(N(C=C(C21)C)C)=O)C(=O)NC=2N=CN(C2)C2=CC=CC=C2 1,5,7-trimethyl-4-oxo-N-(1-phenyl-1H-imidazol-4-yl)-4,5-dihydro-1H-pyrrolo[3,2-c]pyridine-3-carboxamide